methylquinoxaline CC1=NC2=CC=CC=C2N=C1